(S)-4-(2-(4-(2-acetyl-5-(trifluoromethyl)phenyl)-3-methoxy-6-oxopyridazin-1(6H)-yl)-3-phenylpropionamido)benzoic acid tert-butyl ester C(C)(C)(C)OC(C1=CC=C(C=C1)NC([C@H](CC1=CC=CC=C1)N1N=C(C(=CC1=O)C1=C(C=CC(=C1)C(F)(F)F)C(C)=O)OC)=O)=O